N-((3-fluorobenzo[b]thiophen-5-yl)methyl)-4-(2-(4-(trifluoromethyl)phenyl)-2H-pyrazolo[3,4-d]pyrimidin-4-yl)piperazine-2-carboxamide FC=1C2=C(SC1)C=CC(=C2)CNC(=O)C2NCCN(C2)C=2C=1C(N=CN2)=NN(C1)C1=CC=C(C=C1)C(F)(F)F